BrC1=CSC=2C(OCC3(C21)CC3)CNC 1-(3'-Bromo-5'H,7'H-spiro[cyclopropane-1,4'-thieno[2,3-c]pyran]-7'-yl)-N-methylmethaneamine